1,4-dibromo-2,3-difluoro-5,6-dinitrobenzene BrC1=C(C(=C(C(=C1[N+](=O)[O-])[N+](=O)[O-])Br)F)F